1-((2S,3S)-1-methyl-5-oxo-2-(pyridin-3-yl)pyrrolidin-3-yl)-1-oxo-5,8,11,14,17,20,23,26,29,32,35,38-dodecaoxa-2-azahentetracontan-41-oic acid, ammonium salt [NH4+].CN1[C@@H]([C@H](CC1=O)C(NCCOCCOCCOCCOCCOCCOCCOCCOCCOCCOCCOCCOCCC(=O)[O-])=O)C=1C=NC=CC1